2,7-dibromo-9,9-bis(4-(2-ethylhexyloxy)phenyl)fluorene BrC1=CC=2C(C3=CC(=CC=C3C2C=C1)Br)(C1=CC=C(C=C1)OCC(CCCC)CC)C1=CC=C(C=C1)OCC(CCCC)CC